3-chloro-N-(3,4-difluorophenyl)-2,6,6-trimethyl-4-oxo-2,4,5,6,7,8-hexahydropyrrolo[3,4-c]azepine-1-carboxamide ClC=1N(C(=C2C1C(NC(CC2)(C)C)=O)C(=O)NC2=CC(=C(C=C2)F)F)C